4,4-dimethyl-6-(6-((3-(4-methylpiperazin-1-yl)phenyl)amino)-1H-pyrrolo[2,3-b]pyridin-3-yl)-3,4-dihydroisoquinolin-1(2H)-one CC1(CNC(C2=CC=C(C=C12)C1=CNC2=NC(=CC=C21)NC2=CC(=CC=C2)N2CCN(CC2)C)=O)C